1-((2,4-dihydroxybutoxy)methyl)cyclopropane-1-carbonitrile OC(COCC1(CC1)C#N)CCO